2-[2-[[6-(6-Ethyl-2,6-diazaspiro[3.3]heptan-2-yl)pyridazin-3-yl]amino]-5-fluoropyrimidin-4-yl]-5-methylspiro[6H-thieno[3,2-c]pyridine-7,1'-cyclopentane]-4-one C(C)N1CC2(CN(C2)C2=CC=C(N=N2)NC2=NC=C(C(=N2)C2=CC=3C(N(CC4(CCCC4)C3S2)C)=O)F)C1